3,7-bis(3-oxetanyl)-5-Oxanonan O1CC(C1)C(CC)COCC(CC)C1COC1